C(C1=CC=CC=C1)SC=1C(=C(C=CC1)N1C[C@H](CCC1)N(C)C)Cl (3S)-1-[3-(benzylsulfanyl)-2-chlorophenyl]-N,N-dimethylpiperidin-3-amine